2-[[6-[6-(4-methylpiperazin-1-yl)-3-pyridyl]-3-morpholinosulfonyl-4-quinolyl]amino]benzoic acid CN1CCN(CC1)C1=CC=C(C=N1)C=1C=C2C(=C(C=NC2=CC1)S(=O)(=O)N1CCOCC1)NC1=C(C(=O)O)C=CC=C1